COC(C(C)SC1=NC2=CC=CC=C2C(=N1)NC1=CC=C(C=C1)C#N)=O 2-((4-((4-cyanophenyl)amino)quinazolin-2-yl)thio)propanoic acid methyl ester